ClC=1C(N(C(=CC1OCC1=NC=C(C=C1F)F)C)C1=CC(=NC=C1C)C1=CC=CC=2C(COC21)=O)=O 3-Chloro-4-((3,5-difluoropyridin-2-yl)methoxy)-5',6-dimethyl-2'-(3-oxo-2,3-dihydrobenzofuran-7-yl)-2H-[1,4'-bipyridinyl]-2-one